ClC=1C(=C(C=CC1)O)C1=C(C2=C(CN3[C@@H](CO2)CNCC3)N=C1C#C[Si](C)(C)C)Cl 3-Chloro-2-{(6aR)-4-chloro-2-[(trimethylsilyl)ethynyl]-6,6a,7,8,9,10-hexahydro-12H-pyrazino[2,1-c]pyrido[2,3-f][1,4]oxazepin-3-yl}phenol